N-[2-methoxy-4-(piperidin-4-yl)phenyl]-3-(2-methoxyphenyl)-3H-[1,2,3]triazolo[4,5-d]pyrimidin-5-amine COC1=C(C=CC(=C1)C1CCNCC1)NC=1N=CC2=C(N1)N(N=N2)C2=C(C=CC=C2)OC